1-(4-chlorophenyl)-2-phenylethane-1-one ClC1=CC=C(C=C1)C(CC1=CC=CC=C1)=O